ethyl 3-piperidin-1-ylpropanoate N1(CCCCC1)CCC(=O)OCC